COC1=C2C=C(N(C2=CC=C1)CCNC1=CC=NC=N1)C 6-[2-(4-methoxy-2-methyl-indol-1-yl)-ethylamino]-pyrimidin